N[C@@H]1[C@@H](OCC12CCN(CC2)C=2N=CC(=NC2CO)SC2=C(C(=NC=C2)N2CC(C2)C(C)O)Cl)C 1-(1-(4-(5-((3s,4s)-4-amino-3-methyl-2-oxa-8-azaspiro[4.5]decan-8-yl)-6-(hydroxymethyl)pyrazin-2-ylsulfanyl)-3-chloropyridin-2-yl)azetidin-3-yl)ethanol